4-chloro-N-[2-({3-[2-(4-chloro-3-fluorophenoxy)acetamido]bicyclo-[1.1.1]pentan-1-yl}amino)-2-oxoethyl]-N-methylbenzamide ClC1=CC=C(C(=O)N(C)CC(=O)NC23CC(C2)(C3)NC(COC3=CC(=C(C=C3)Cl)F)=O)C=C1